(2-methoxyphenyl)methanamine COC1=C(C=CC=C1)CN